7-chloro-5-methyl-4-oxo-1-(3-phenyl-1,2,4-thiadiazol-5-yl)-1,4-dihydro-1,8-naphthyridine-3-carboxylic acid ethyl ester C(C)OC(=O)C1=CN(C2=NC(=CC(=C2C1=O)C)Cl)C1=NC(=NS1)C1=CC=CC=C1